(2S,4R)-4-hydroxy-N-[(1R)-2-hydroxy-1-[4-(3-methylpyrazin-2-yl)phenyl]ethyl]pyrrolidine-2-carboxamide O[C@@H]1C[C@H](NC1)C(=O)N[C@@H](CO)C1=CC=C(C=C1)C1=NC=CN=C1C